C/C=C/[C@@H]([C@@H](/C=C/C1=C(C(=CC=C1)O)C=O)O)O The molecule is a benzaldehyde that is salicylaldehyde which is substituted at position 6 by a (3R,4S,5E)-3,4-dihydroxyhepta-1,5-dien-1-yl group. It is a phytotoxic metabolite, isolated from the rice blast fungi Magnaporthe oryzae and Magnaporthe grisea. It has a role as a fungal metabolite. It is a heptaketide, a triol, a secondary allylic alcohol, a homoallylic alcohol, a member of benzaldehydes and a member of phenols.